OC[C@@H]1[C@H](C1)CCNC(=O)C=1NC2=CC=CC=C2C1 (-)-N-(2-((1R,2S)-2-(hydroxymethyl)cyclopropyl)ethyl)-1H-indole-2-carboxamide